ClC=1C=C2CC(N(C2=CC1)CC(=O)NCCN1C(CCCC1)C)=O 2-(5-chloro-2-oxo-2,3-dihydro-1H-indol-1-yl)-N-[2-(2-methylpiperidin-1-yl)ethyl]acetamide